N-[2-[3-(2,4-dimethyl-1,3-thiazol-5-yl)-6-oxopyridazin-1-yl]ethyl]-1-thiophen-2-ylcyclopentan-1-carboxamide CC=1SC(=C(N1)C)C1=NN(C(C=C1)=O)CCNC(=O)C1(CCCC1)C=1SC=CC1